C1(CC1)C1=NOC(=N1)C1=C(SC(=C1C)C)NC(=O)C12CC(C1)(C2)C(=O)OC methyl 3-((3-(3-cyclopropyl-1,2,4-oxadiazol-5-yl)-4,5-dimethylthiophen-2-yl)carbamoyl)bicyclo[1.1.1]-pentane-1-carboxylate